NC1=NC(=C2N=CN(C2=N1)[C@@H]1O[C@@H]([C@@H]([C@H]1O)F)CO)OCCC1=CC=C(C=C1)[N+](=O)[O-] (2R,3S,4R,5R)-2-(2-amino-6-(4-nitrophenylethoxy)-9H-purin-9-yl)-4-fluoro-5-(hydroxymethyl)tetrahydrofuran-3-ol